Cl.BrC1=NC=CC=C1C1=NC2=C(N1C)C(=CC(=C2)C(=O)N2[C@@H]1CC[C@H](C2)[C@H]1N)OC (1R,4R,7R)-2-[2-(2-bromopyridin-3-yl)-7-methoxy-1-methyl-1H-1,3-benzodiazole-5-carbonyl]-2-azabicyclo[2.2.1]heptan-7-amine hydrochloride